N[C@H](C(=O)O)C(CCCC)CC (S)-2-amino-3-ethyl-heptanoic acid